(S)-4-(1-(3-(difluoromethyl)-1-methyl-5-(3-(prop-1-yn-1-yl)phenoxy)-1H-pyrazole-4-carboxamido)ethyl)benzoic acid FC(C1=NN(C(=C1C(=O)N[C@@H](C)C1=CC=C(C(=O)O)C=C1)OC1=CC(=CC=C1)C#CC)C)F